3-[4-(14-amino-3,6,9,12-tetraoxatetradecan-1-yl)-3-methyl-2-oxo-1,3-benzodiazol-1-yl]piperidine-2,6-dione NCCOCCOCCOCCOCCC1=CC=CC=2N(C(N(C21)C)=O)C2C(NC(CC2)=O)=O